2-(1,2-dibenzyl-6-methoxy-1H-indol-3-yl)-4-(5-methoxy-2-methyl-1H-indol-3-yl)thiazole C(C1=CC=CC=C1)N1C(=C(C2=CC=C(C=C12)OC)C=1SC=C(N1)C1=C(NC2=CC=C(C=C12)OC)C)CC1=CC=CC=C1